C(C)(C)C1(C(NC(C1)=O)=O)C1=CC=C(C=C1)C(=O)N1CCN(CC1)C1=NC(=C(C=C1C)C)C 3-isopropyl-3-{4-[4-(3,5,6-trimethylpyridin-2-yl)piperazine-1-carbonyl]phenyl}pyrrolidine-2,5-dione